ONC(C1=CC(=CC=C1)NC1=NC2=C(N1)C=C(C(=C2)C(F)(F)F)C2=CC=C(C=C2)COC)=O N-hydroxy-3-((6-(4-(methoxymethyl)phenyl)-5-(trifluoromethyl)-1H-benzo[d]imidazol-2-yl)amino)benzamide